2-(1-isopropyl-1H-pyrazol-4-yl)-1H-pyrrole C(C)(C)N1N=CC(=C1)C=1NC=CC1